BrC=1C=C2C(=NC1Cl)NC(C2(F)F)=O 5-bromo-6-chloro-3,3-difluoro-1,3-dihydro-2H-pyrrolo[2,3-b]pyridin-2-one